BrC=1SC=2C(N[C@@H](CN3C2C1CC(C3)(F)F)CO)=O (S)-2-bromo-4,4-difluoro-7-(hydroxymethyl)-4,5,7,8-tetrahydro-3H-1-thia-5a,8-diazabenzo[cd]azulen-9(6H)-one